BrC1=C(C=NN(C1=O)COCC[Si](C)(C)C)N[C@H](CCCN1C(C2=CC(=C(C=C2C=C1)C1=NC=C(C=N1)C(F)(F)F)F)=O)C (S)-2-(4-((5-bromo-6-oxo-1-((2-(trimethylsilyl)ethoxy)methyl)-1,6-dihydropyridazin-4-yl)amino)pentyl)-7-fluoro-6-(5-(trifluoromethyl)pyrimidin-2-yl)isoquinolin-1(2H)-one